2,7-dihydroxy-1,6-dimethylnaphthalene OC1=C(C2=CC(=C(C=C2C=C1)C)O)C